NC1=NC=C(C2=C1COC2)NC(C(=O)N2C(CCC(C2)C)C2=CC1=C3N(N=C1C=C2)CCNC3=O)=O N-(4-amino-1,3-dihydrofuro[3,4-c]pyridin-7-yl)-2-(5-methyl-2-(1-oxo-1,2,3,4-tetrahydropyrazino[1,2-b]indazol-9-yl)piperidin-1-yl)-2-oxoacetamide